BrCC1=NSC(=C1)C1=C(C=C(C=C1)F)F 3-bromomethyl-5-(2,4-difluoro-phenyl)-isothiazole